(R)-N-(4-(1-(4-methyl-4H-1,2,4-triazol-3-yl)propan-2-yl)pyridin-2-yl)quinoline-2-carboxamide CN1C(=NN=C1)C[C@@H](C)C1=CC(=NC=C1)NC(=O)C1=NC2=CC=CC=C2C=C1